FC(C(=O)O)(F)F.FC=1C(=NC(=NC1)NC=1C=C(C=CC1)S(=O)(=O)N)NC=1C=C(C2=C(NC(O2)=O)C1)C 3-(5-fluoro-4-(7-methyl-2-oxo-2,3-dihydrobenzo[d]oxazol-5-ylamino)pyrimidin-2-ylamino)benzenesulfonamide trifluoroacetate salt